2-bromo-1-(3-cyano-4-ethoxy-phenyl)ethanone BrCC(=O)C1=CC(=C(C=C1)OCC)C#N